3-(4-chlorotriazol-2-yl)-4-(trifluoromethyl)aniline ClC1=NN(N=C1)C=1C=C(N)C=CC1C(F)(F)F